C(C)(=O)N[C@@H](CCC(=O)O)C(=O)O.N[C@@H](CCCN)C(=O)O ornithine acetylglutamate